CN1N=CC=2C=3N=C(C=C(C(/N=C/4\NC=5C=CC(=CC5N4C[C@@H](CCCC12)C)OC1CCN(CC1)C)=O)C3)C (10R,20E)-5,10,25-trimethyl-15-[(1-methyl-4-piperidyl)oxy]-4,5,12,19,21,26-hexazapentacyclo-[21.3.1.02,6.012,20.013,18]heptacosa-1(27),2(6),3,13(18),14,16,20,23,25-nonaen-22-one